FC=1C(=C(C=CC1F)[C@@H]1CO[C@@]([C@@H]1C)(C(F)(F)F)C)C=C (2R,3R,4R,5S)-3-(3,4-difluoro-2-vinyl-phenyl)-4,5-dimethyl-5-(trifluoromethyl)tetrahydrofuran